2-amino-1,3-propanediol citrate C(CC(O)(C(=O)O)CC(=O)O)(=O)O.NC(CO)CO